C(C)OC(CC1=CC=CC2=C1O[C@H](CN2)C=2C=C(C1=C(C=CO1)C2)C2=C(C(=CC=C2)CN)F)=O (S)-2-(2-(7-(3-(aminomethyl)-2-fluorophenyl)benzofuran-5-yl)-3,4-dihydro-2H-benzo[b][1,4]oxazin-8-yl)acetic acid ethyl ester